C(C)(C)(C)C1=CC=C(S1)C#CC=1C=C(C=CC1F)C1=NN(C(=C1CC1=CC(=C(C=C1)S(N)(=O)=O)F)CC1CC1)C=1SC=C(N1)C(=O)O 2-(3-(3-((5-(tert-butyl)thiophen-2-yl)ethynyl)-4-fluorophenyl)-5-(cyclopropylmethyl)-4-(3-fluoro-4-sulfamoylbenzyl)-1H-pyrazol-1-yl)thiazole-4-carboxylic acid